C1(CC1)C1=CC(=CS1)C#N 5-cyclopropylthiophene-3-carbonitrile